3-acetamido-N-(((2S,5R)-6-hydroxy-7-oxo-1,6-diazabicyclo[3.2.1]oct-2-yl)(imino)methyl)propanamide C(C)(=O)NCCC(=O)NC(=N)[C@H]1N2C(N([C@H](CC1)C2)O)=O